C1(=CC=CC=C1)C(C#N)(C=CC1=CC=CC=C1)O[Si](C)(C)C 2,4-diphenyl-2-((trimethylsilyl)oxy)but-3-enenitrile